CC=1C(=CC(NN1)=O)N1CCOCC1 6-methyl-5-(N-morpholinyl)pyridazin-3(2H)-one